Ethyl 2-(2-cyclopropyl-7-isopropyl-4-oxofuro[2,3-d]pyridazin-5(4H)-yl)acetate C1(CC1)C1=CC2=C(C(=NN(C2=O)CC(=O)OCC)C(C)C)O1